6-chloro-2-methyl-1-{[2-(trimethylsilyl)ethoxy]methyl}pyrrolo[3,2-c]pyridine ClC1=CC2=C(C=N1)C=C(N2COCC[Si](C)(C)C)C